FC1(CC(C1)CC=1C(=NC(=NC1N1[C@@H](COCC1)C)C1=C2C(=NC=C1)NC=C2)N)F [(3,3-difluorocyclobutyl)methyl]-6-[(3R)-3-methylmorpholin-4-yl]-2-[1H-pyrrolo[2,3-b]pyridin-4-yl]pyrimidin-4-amine